C(C)(C)(C)OC(=O)N1CCN(CC1)CC1=CC(=C(C=C1)N)N1CCC(CC1)C(N)=O 4-(4-amino-3-(4-carbamoylpiperidin-1-yl)benzyl)piperazine-1-carboxylic acid tert-butyl ester